ClC1=CC(=C(S1)C1=CC=C(C(=N1)C)O[C@@H]1C[C@H](CCC1)C(=O)OC)COC(N(C)C1CCCC1)=O methyl (1S,3S)-3-((6-(5-chloro-3-(((cyclopentyl(methyl)carbamoyl)oxy)methyl)thiophen-2-yl)-2-methylpyridin-3-yl)oxy)cyclohexane-1-carboxylate